2,6-dihydroxy-3-dimethylaminobenzoic acid OC1=C(C(=O)O)C(=CC=C1N(C)C)O